1-ethyl-N-(4-phenoxy-6-phenyl-pyrimidin-2-yl)pyrazole-4-sulfonamide C(C)N1N=CC(=C1)S(=O)(=O)NC1=NC(=CC(=N1)OC1=CC=CC=C1)C1=CC=CC=C1